FC([C@@H]1C[C@@H](N(CC1)C(=O)OCC1=CC=CC=C1)C1=CC=CC=C1)F |r| benzyl rac-(2R,4S)-4-(difluoromethyl)-2-phenylpiperidine-1-carboxylate